C(\C=C\CCCCC)=O (E)-(trans)-2-octenal